Cl.C(C)(=O)N1CCN(CC1)CCN1SC(N(C1=O)CC1=CC=CC=C1)=O 2-(2-(4-acetylpiperazin-1-yl)ethyl)-4-benzyl-1,2,4-thiadiazolidine-3,5-dione hydrochloride